6-(3-fluoro-4-methoxybenzyl)-5-methyl-2-phenyl-3-(piperidin-1-yl)pyrazolo[1,5-a]pyrimidin-7(4H)-one FC=1C=C(CC2=C(NC=3N(C2=O)N=C(C3N3CCCCC3)C3=CC=CC=C3)C)C=CC1OC